C(C)S(=O)CC1CCN(CC1)C(=O)OC(C)(C)C tert-Butyl 4-(ethylsulfinylmethyl)piperidine-1-carboxylate